CCCCCCCCCCC/C=C\\C(=O)O The molecule is an alpha,beta-unsaturated monocarboxylic acid that is tetradecanoic acid (myristic acid) which has undergone formal dehydrogenation to introduce a double bond with Z configuration between positions 2 and 3. It is an alpha,beta-unsaturated monocarboxylic acid, a monounsaturated fatty acid and a long-chain fatty acid.